ClC1=C(C=C(C=C1)OC)C=1N=NN(C1)[C@H](C(=O)N1[C@@H](C[C@H](C1)O)C(=O)NC)C(C)(C)C (2S,4r)-1-[(2S)-2-[4-(2-chloro-5-methoxy-phenyl)triazol-1-yl]-3,3-dimethyl-butyryl]-4-hydroxy-N-methyl-pyrrolidine-2-carboxamide